N-methoxy-N-methyl-2-(2-pyridinyl)cyclopropanecarboxamide CON(C(=O)C1C(C1)C1=NC=CC=C1)C